CC([C@@H](C(=O)N1[C@@H]([C@H]2[C@H]3CC[C@@H]([C@H]2C1)O3)C(=O)O)NC(C(F)(F)F)=O)(C)C (1S,3aR,4S,7R,7aS)-2-((S)-3,3-dimethyl-2-(2,2,2-trifluoroacetamido)butanoyl)octahydro-1H-4,7-epoxyisoindole-1-carboxylic acid